4-fluoro-6-hydroxy-N1-(6-hydroxy-3-oxo-3,4-dihydro-2H-1,4-benzoxazin-7-yl)-N3-(1H-pyrazol-5-yl)benzene-1,3-dicarboxamide hydrate O.FC1=C(C=C(C(=C1)O)C(=O)NC1=CC2=C(NC(CO2)=O)C=C1O)C(=O)NC1=CC=NN1